BrC=1C=C2C(NC(N(C2=CC1)CC1=CC(=CC=C1)C(=O)N1CCN(CC1)C(=O)C1CCCC1)=O)=O 6-Bromo-1-(3-(4-(cyclopentylcarbonyl)piperazine-1-carbonyl)benzyl)quinazoline-2,4(1H,3H)-dione